C(C)(C)(C)OC(=O)N1CC2=C(CC1)C(=NN2)C(=O)N2CCC(CC2)C2=C(C(=CC=C2)F)C(F)(F)F 3-(4-(3-fluoro-2-(trifluoromethyl)phenyl)piperidine-1-carbonyl)-4,5-dihydro-1H-pyrazolo[3,4-c]Pyridine-6(7H)-carboxylic acid tert-butyl ester